2-(2-(1-(Cyclopropylsulfonyl)-1H-pyrazol-4-yl)pyrimidin-4-yl)-5-(1-(2,2-difluoroethyl)-1H-pyrazol-3-yl)-N4-((1s,4s)-4-((2-fluoroethyl)amino)cyclohexyl)pyridine-2,4-diamine C1(CC1)S(=O)(=O)N1N=CC(=C1)C1=NC=CC(=N1)C1(NC=C(C(=C1)NC1CCC(CC1)NCCF)C1=NN(C=C1)CC(F)F)N